NC1=NC=NC=2C3=C(\C(\C(C12)(C)C)=N/OC[C@@H]1CNC(O1)=O)C=C(C=C3)OC (5S)-5-[[(Z)-(4-amino-8-methoxy-5,5-dimethyl-benzo[h]quinazolin-6-ylidene)amino]oxymethyl]oxazolidin-2-one